2-[(3-bromo-4-fluoro-phenoxy)methyl]-5-methoxy-pyridine BrC=1C=C(OCC2=NC=C(C=C2)OC)C=CC1F